Diethyl 2-hydroxyglutarate OC(C(=O)OCC)CCC(=O)OCC